N-benzyl-N-{3-(cyanocarbonyl)-7-[(dimethylamino)methyl]-6-hydroxy-1-benzothien-2-yl}acetamide C(C1=CC=CC=C1)N(C(C)=O)C=1SC2=C(C1C(=O)C#N)C=CC(=C2CN(C)C)O